({1-[4-chloro-3-(trifluoromethyl)phenyl]pyrrolidin-3-yl})acetic acid ClC1=C(C=C(C=C1)N1CC(CC1)CC(=O)O)C(F)(F)F